2,6-Difluorobenzenethiol FC1=C(C(=CC=C1)F)S